ClC1=CC(=C(COC2=CC=CC(=N2)C2CCN(CC2)CC=2N(C3=C(C=NC(=C3)C(=O)O)N2)C)C=C1)F 2-((4-(6-((4-Chloro-2-fluorobenzyl)oxy)pyridin-2-yl)piperidin-1-yl)methyl)-1-methyl-1H-imidazo[4,5-c]pyridine-6-carboxylic acid